3-((7-(3-hydroxynaphthalen-1-yl)-4-(4-propionylpiperazin-1-yl)-5,6,7,8-tetrahydropyrido[3,4-d]pyrimidin-2-yl)amino)propanamide OC=1C=C(C2=CC=CC=C2C1)N1CC=2N=C(N=C(C2CC1)N1CCN(CC1)C(CC)=O)NCCC(=O)N